1-(3-Chlorophenyl)-N-(3-((dimethylamino)methyl)-4-hydroxy-4-(3-methoxyphenyl)cyclohexyl)methanesulfonamide hydrochloride Cl.ClC=1C=C(C=CC1)CS(=O)(=O)NC1CC(C(CC1)(C1=CC(=CC=C1)OC)O)CN(C)C